(E)-3,3-dimethyl-1-(6-oxo-6-phenoxyhexyl)indol CC1(CN(C2=CC=CC=C12)CCCCCC(OC1=CC=CC=C1)=O)C